di(2-ethylhexyl)(n-butyl)cyclohexane C(C)C(CC1(CCC(CC1)CCCC)CC(CCCC)CC)CCCC